N-((5-(2-((2-cyclobutylquinazolin-4-yl)thio)acetyl)thiophen-2-yl)methyl)pivalamide C1(CCC1)C1=NC2=CC=CC=C2C(=N1)SCC(=O)C1=CC=C(S1)CNC(C(C)(C)C)=O